tert-butyl (4-((3,3-dimethoxycyclobutyl)methoxy)phenyl)carbamate COC1(CC(C1)COC1=CC=C(C=C1)NC(OC(C)(C)C)=O)OC